O1C(=CC=C1)CNC(=O)C1=CC2=C(N(C(=N2)NC=2SC3=C(N2)C=CC(=C3)OC(F)(F)F)C)C=C1 1-Methyl-2-(6-trifluoromethoxy-benzothiazol-2-ylamino)-1H-benzoimidazole-5-carboxylic acid (furan-2-ylmethyl)-amide